CC1=NC=CC(=C1C(=O)OC)SC methyl 2-methyl-4-(methylsulfanyl)pyridine-3-carboxylate